NC1=NC=2C=C3C(=CC2CN1)NC(=N3)C 6-amino-2-methyl-1,7-dihydro-8H-imidazo[4,5-g]quinazolin